N1(N=CN=C1)C1=CC=C(C=C1)C=1C(=COC1)C1=CC=C(C=C1)O 4-(4-(4-(1H-1,2,4-triazol-1-yl)phenyl)furan-3-yl)phenol